CC1C(CCCC1)OC(CO)CO 2-(2-methylcyclohexyloxy)-1,3-propanediol